Isoquinoline-3-carboxylic acid {3-[(1H-benzimidazol-2-ylmethyl)-(5,6,7,8-tetrahydro-quinolin-8-yl)-amino]-propyl}-amide N1C(=NC2=C1C=CC=C2)CN(CCCNC(=O)C=2N=CC1=CC=CC=C1C2)C2CCCC=1C=CC=NC21